furan-3,4-dicarboxylic acid diethyl ester C(C)OC(=O)C1=COC=C1C(=O)OCC